BrC(C(=O)Cl)CCCBr 2,5-dibromopentanoyl chloride